CC1=C(OC=2C=C3C(=NN(C3=CC2C=2C3=C(C(N(C2)C)=O)NC(=C3)C(NCC)=O)CC(C)(C)O)C(=O)N)C(=CC=C1)C 5-(2,6-dimethylphenoxy)-6-(2-(ethylcarbamoyl)-6-methyl-7-oxo-6,7-dihydro-1H-pyrrolo[2,3-c]pyridin-4-yl)-1-(2-hydroxy-2-methylpropyl)-1H-indazole-3-carboxamide